C1(CC1)CN(C1=C(C=C(C=C1)[N+](=O)[O-])F)CC1=CC(=CC=C1)F N-(cyclopropylmethyl)-2-fluoro-N-(3-fluorobenzyl)-4-nitroaniline